m-maleimidobenzoyl-N-hydroxy-succinimide C1(C=CC(N1C=1C=C(C(=O)C2C(=O)N(C(C2)=O)O)C=CC1)=O)=O